3-((bis(benzyloxy)phosphoryl)oxy)-2-methylpropyl (chloromethyl) carbonate C(OCC(COP(=O)(OCC1=CC=CC=C1)OCC1=CC=CC=C1)C)(OCCl)=O